N-benzyl-N-(4-bromo-3-cyanophenyl)propanesulfonamide C(C1=CC=CC=C1)N(S(=O)(=O)CCC)C1=CC(=C(C=C1)Br)C#N